(3S)-4-(dimethylamino)-3-[9H-fluoren-9-ylmethoxycarbonyl-(methyl)amino]-4-oxobutanoic acid CN(C([C@H](CC(=O)O)N(C)C(=O)OCC1C2=CC=CC=C2C=2C=CC=CC12)=O)C